1,3-diethoxy-1,1,3,3-tetramethyl-disiloxane C(C)O[Si](O[Si](C)(C)OCC)(C)C